4-fluoro-1-(3-formylpyridin-2-yl)-N,N-bis(4-methoxybenzyl)-1H-pyrazole-3-sulfonamide FC=1C(=NN(C1)C1=NC=CC=C1C=O)S(=O)(=O)N(CC1=CC=C(C=C1)OC)CC1=CC=C(C=C1)OC